N1C(CSCC1)=O thiomorpholin-3-one